C(C)OC(C1=C(C=CC(=C1)Cl)N)=O ethyl-2-amino-5-chlorobenzoate